[Si](C1=CC=CC=C1)(C1=CC=CC=C1)(C(C)(C)C)OCC[C@H](CCC)NC=1C2=C(N=C(N1)N)C(=NN2CC2=C(C=C(C=C2)CCl)OC)C (S)-N7-(1-((tert-butyldiphenylsilyl)oxy)hex-3-yl)-1-(4-(chloromethyl)-2-methoxybenzyl)-3-methyl-1H-pyrazolo[4,3-d]pyrimidine-5,7-diamine